4-cyclopropyl-5-nitro-1H-pyrrolo[2,3-b]pyridine C1(CC1)C1=C2C(=NC=C1[N+](=O)[O-])NC=C2